N1CC(C1)C1=NN(C2=NC=CC(=C21)N2C=NN=C2)C2=CC=C(C=C2)OC(F)(F)F 3-(azetidin-3-yl)-4-(4H-1,2,4-triazol-4-yl)-1-(4-(trifluoromethoxy)phenyl)-1H-pyrazolo[3,4-b]pyridine